C(\C(\C)=C/C(=O)[O-])(=O)[O-] citraconate